ClC1=CC=C(C=C1)[C@H](C)[C@@H]1[C@H]([C@H]([C@@H](C1)N1N=CC\2=C1NC=N/C2=N/N)O)O (1S,2R,3R,5R)-3-((R)-1-(4-chlorophenyl)ethyl)-5-((E)-4-hydrazineylidene-4,7-dihydro-1H-pyrazolo[3,4-d]pyrimidin-1-yl)cyclopentane-1,2-diol